(1S,3S)-3-(4-(oxazol-4-yl)phenoxy)cyclobutan-1-ol O1C=NC(=C1)C1=CC=C(OC2CC(C2)O)C=C1